(S)-cyclobutyl(4-fluorophenyl)methanamine C1(CCC1)[C@H](N)C1=CC=C(C=C1)F